(±)-trans-N-[8-chloro-6-(4-cyano-2-methyl-phenyl)-3-isoquinolyl]-2-cyano-cyclopropanecarboxamide ClC=1C=C(C=C2C=C(N=CC12)NC(=O)[C@H]1[C@@H](C1)C#N)C1=C(C=C(C=C1)C#N)C |r|